COC(=O)C1=NN(C=N1)C=1C=NC(=CC1)OC 1-(6-methoxy-3-pyridinyl)-1,2,4-triazole-3-carboxylic acid methyl ester